(dibenzoquinazolinyl)indolocarbazole N1=C(N=CC2=C3C(=C4C(=C12)C=CC=C4)C=CC=C3)C3=C4C(=CC=C3)N=C3C=CC1=C2C=CC=CC2=NC1=C34